C(C)(C)(C)OC(N[C@H](C)C=1C=C(C=C2C(C(=C(OC12)C=1C=NC=CC1)C)=O)C)=O.C(C)(C)(C)C1=NC=CC=C1 tert-butyl-pyridin tert-Butyl-N-[(1R)-1-[3,6-dimethyl-4-oxo-2-(3-pyridyl)chromen-8-yl]ethyl]carbamate